7-Bromo-N-[(2,4-dimethoxyphenyl)methyl]cinnolin-4-amine BrC1=CC=C2C(=CN=NC2=C1)NCC1=C(C=C(C=C1)OC)OC